C(CCCCCCC\C=C/CCCCCCCC)C(C(CN(C)C)CCCCCCCC\C=C/CCCCCCCC)OC(N)=O 1,2-dioleylcarbamoyloxy-3-dimethylaminopropane